tert-butyl 8-methoxy-4-(8-methyl-2-methylsulfonyl-7-oxo-pyrido[2,3-d]pyrimidin-6-yl)-2,3-dihydroquinoxaline-1-carboxylate COC=1C=CC=C2N(CCN(C12)C(=O)OC(C)(C)C)C1=CC2=C(N=C(N=C2)S(=O)(=O)C)N(C1=O)C